4-(5-methylthiophen-2-yl)-4-oxobutyric acid methyl ester COC(CCC(=O)C=1SC(=CC1)C)=O